(S,6S)-6-(3-methoxyazetidin-1-yl)-N'-(((S)-3-methyl-1,2,3,5,6,7-hexahydro-s-indacen-4-yl)carbamoyl)-6,7-dihydro-5H-pyrazolo[5,1-b][1,3]oxazine-3-sulfonimidamide COC1CN(C1)[C@H]1CN2C(OC1)=C(C=N2)[S@](=O)(N)=NC(NC2=C1[C@H](CCC1=CC=1CCCC21)C)=O